2-(difluoromethoxy)-4-{1-[4-(difluoromethoxy)phenyl]-1H-pyrazol-3-yl}benzaldehyde FC(OC1=C(C=O)C=CC(=C1)C1=NN(C=C1)C1=CC=C(C=C1)OC(F)F)F